N[C@H]1CC[C@H](CC1)CCC1(C=C(C(N(C1)CC1=CC=CC=C1)=O)C(=O)NC)C(=O)N 5-(2-((cis)-4-aminocyclohexyl)ethyl)-1-benzyl-N3-methyl-2-oxo-1,2-dihydropyridine-3,5-dicarboxamide